2-(3,4-dihydroisoquinolin-2(1H)-yl)-4-(1,3-dioxoisoindolin-2-yl)cyclopentyl acetate C(C)(=O)OC1C(CC(C1)N1C(C2=CC=CC=C2C1=O)=O)N1CC2=CC=CC=C2CC1